(4-(((tert-butyldimethylsilyl)oxy)methyl)benzyl)pyridazine [Si](C)(C)(C(C)(C)C)OCC1=CC=C(CC=2N=NC=CC2)C=C1